BrC1=CC(=CC(=C1)C(C)(F)F)Br 1,3-dibromo-5-(1,1-difluoroethyl)benzene